2-(3,6-dihydro-2H-pyran-4-yl)-4,4,5-trimethyl-1,3,2-dioxaborolane O1CCC(=CC1)B1OC(C(O1)(C)C)C